(8S)-7-[2-[(3-fluoro-5-phenyl-pyridine-2-carbonyl)amino]acetyl]-1,4-dioxa-7-azaspiro[4.4]nonane-8-carboxylic acid FC=1C(=NC=C(C1)C1=CC=CC=C1)C(=O)NCC(=O)N1CC2(OCCO2)C[C@H]1C(=O)O